C(C)(C)(C)OC(=O)N1CCN(CC1)C1=NC(=CC=C1)C=1N=NN(C1)CC1=C(C=C(C=C1)C=1OC(=NN1)C(F)F)F 4-(6-(1-(4-(5-(difluoromethyl)-1,3,4-oxadiazol-2-yl)-2-fluorobenzyl)-1H-1,2,3-triazol-4-yl)pyridin-2-yl)piperazine-1-carboxylic acid tert-butyl ester